6-{[3-(2,4-dioxo-1,3-diazinan-1-yl)-1-methyl-1H-indazol-6-yl]methyl}-2,6-diazaspiro[3.3]heptane O=C1N(CCC(N1)=O)C1=NN(C2=CC(=CC=C12)CN1CC2(CNC2)C1)C